C/C(/C=O)=C\C(CC=C(C)C)(C=1C=NC=CC1)C (E)-2,4,7-trimethyl-4-(pyridin-3-yl)octa-2,6-dienal